CC1(COC1)CN1CC=2N=C(N=CC2C1=O)SC 6-((3-methyloxetan-3-yl)methyl)-2-(methylthio)-6,7-dihydro-5H-pyrrolo[3,4-d]pyrimidin-5-one